Lanthanum trichloroacetate hydrate O.ClC(C(=O)[O-])(Cl)Cl.[La+3].ClC(C(=O)[O-])(Cl)Cl.ClC(C(=O)[O-])(Cl)Cl